CN(C)CC1(C(C1)(F)F)COC1=NC2=C(C(=C(C=C2C(=N1)N1CCOCC(C1)(O)C)F)C1=CC(=CC2=CC=C(C(=C12)C#C)F)O)F 4-(2-((1-((dimethylamino)methyl)-2,2-difluorocyclopropyl)methoxy)-7-(8-ethynyl-7-fluoro-3-hydroxynaphthalen-1-yl)-6,8-difluoroquinazolin-4-yl)-6-methyl-1,4-oxazepan-6-ol